CN1N=C(C=C1C)S(=O)(=O)N1CCN(CC1)C(COC=1C=CC=C2C(=NN(C12)C)C1C(NC(CC1)=O)=O)=O 3-(7-(2-(4-((1,5-Dimethyl-1H-pyrazol-3-yl)sulfonyl)piperazin-1-yl)-2-oxo-ethoxy)-1-methyl-1H-indazol-3-yl)piperidine-2,6-dione